[Si](C)(C)(C(C)(C)C)OCC1N(CC1COC1=CC(=C(C=C1)F)F)S(=O)(=O)C1=C(C=C(C=C1)Cl)Cl (((tert-butyldimethylsilyl)oxy)methyl)-1-((2,4-dichlorophenyl)sulfonyl)-3-((3,4-difluorophenoxy)methyl)azetidine